C(#N)C1=CC=C(C=C1)C1=CC=C(C=C1)CCCCCCCC 4-cyano-4'-n-octylbiphenyl